1-ethyl-1-((R)-1-(3-(7-methylimidazo[1,2-a]pyridin-6-yl)phenyl)ethyl)-3-(6,6,6-trifluorohexan-3-yl)urea C(C)N(C(=O)NC(CC)CCC(F)(F)F)[C@H](C)C1=CC(=CC=C1)C=1C(=CC=2N(C1)C=CN2)C